BrC1=C(OC=C1)C(=O)N(CC)CC 3-bromo-N,N-diethyl-furan-2-carboxamide